C12N(CC(NC1)CC2)C=2C1=C(N=C(N2)OC[C@H]2N(CCC2)C)C(N(CC1)C1=CC(=CC2=CC=C(C(=C12)CC)F)O)=O 4-(2,5-Diazabicyclo[2.2.2]octan-2-yl)-7-(8-ethyl-7-fluoro-3-hydroxynaphthalen-1-yl)-2-(((S)-1-methylpyrrolidin-2-yl)methoxy)-6,7-dihydropyrido[3,4-d]pyrimidin-8(5H)-one